4-((dimethylamino)methyl)-1H-indol-6-amine CN(C)CC1=C2C=CNC2=CC(=C1)N